C(#C)C=1N=C(N(C1C)C=1C=NC=CC1)C(=O)N 4-ethynyl-5-methyl-1-(3-pyridyl)imidazole-2-carboxamide